CC(C)(C)OOC(C)(C)C (1,1-dimethylethyl) peroxide